NC1=NC2=CC(=CC=C2C=C1)CN(C(=O)C=1C=NC=CC1)C1=C(C=CC=C1)S(=O)(=O)C1CC1 N-[(2-aminoquinolin-7-yl)methyl]-N-[2-(cyclopropanesulfonyl)phenyl]pyridine-3-carboxamide